(4-(2-acetamidopropyl)-6-methoxynaphthalen-2-yl)boronic acid C(C)(=O)NC(CC1=CC(=CC2=CC=C(C=C12)OC)B(O)O)C